8-(trans-4-aminocyclohexyloxy)-N7-(2-methoxyethyl)spiro[6H-benzo[H]quinazoline-5,1'-cyclopentane]-4,7-diamine N[C@@H]1CC[C@H](CC1)OC1=CC=C2C(CC3(CCCC3)C=3C(=NC=NC23)N)=C1NCCOC